2-[(1S,4S,5S)-2,4,5-trimethylcyclohex-2-en-1-yl]acetaldehyde CC=1[C@@H](C[C@@H]([C@@H](C1)C)C)CC=O